tert-butyl 3-(8-(2-(1-((tert-butyldimethylsilyl)oxy)ethyl)thieno[3,2-b]pyridin-7-yl)-6-chloro-3,4-dihydroquinolin-1(2H)-yl)pyrrolidine-1-carboxylate [Si](C)(C)(C(C)(C)C)OC(C)C1=CC2=NC=CC(=C2S1)C=1C=C(C=C2CCCN(C12)C1CN(CC1)C(=O)OC(C)(C)C)Cl